C(=O)C1OC=CCC1 2-FORMYL-3,4-DIHYDRO-2H-PYRAN